CC=1N=C(C=2N=CN([C@H]3[C@H](O)[C@H](O)[C@@H](COC)O3)C2N1)NC 2,N6,5'-O-trimethyladenosine